N-ethyl-5-(4,4,5,5-tetramethyl-1,3,2-dioxaborolan-2-yl)picolinamide C(C)NC(C1=NC=C(C=C1)B1OC(C(O1)(C)C)(C)C)=O